C(CC)[Mg]Cl Normalpropyl-magnesium chloride